Methyl 3-(1,4-dihydro-1,4-epoxynaphthalen-6-yl)tetrahydro-1H-pyrrolizin-7a(5H)-carboxylate C12C=CC(C3=CC(=CC=C13)C1CCC3(CCCN13)C(=O)OC)O2